ClC=1C=CC(=C(C1)C1=CC=CN1C1=C(C=C(C(=C1)F)OC(F)F)F)F 5-(5-chloro-2-fluorophenyl)-N-[4-(difluoromethoxy)-2,5-difluorophenyl]-1H-pyrrole